N(=NC(=O)N)C(=O)N azobiscarboxylic amide